C1(CCCC1)N1C(N(C=2C1=C1C(=NC2)NC(=C1C=1C=C2C=NN(C2=CC1)C)CC)C)=O 1-Cyclopentyl-7-ethyl-3-methyl-8-(1-methyl-1H-indazol-5-yl)-3,6-dihydroimidazo[4,5-d]pyrrolo[2,3-b]pyridin-2(1H)-one